N1=CN=C2C1=CC=C1C2=CC=C2C1=NC=N2 Benzimidazolobenzimidazol